dimethoxysilylpropyl tetrasulfide CO[SiH](OC)SSSSCCC